4-((2-chloro-5-nitropyrimidin-4-yl)amino)-4-cyanopiperidine-1-carboxylic acid tert-butyl ester C(C)(C)(C)OC(=O)N1CCC(CC1)(C#N)NC1=NC(=NC=C1[N+](=O)[O-])Cl